1-Methyl-2-(6-trifluoromethoxy-benzothiazol-2-ylamino)-1H-benzoimidazole-5-carboxylic acid [2-(3-hydroxy-pyrrolidin-1-yl)-2-oxo-ethyl]-amide OC1CN(CC1)C(CNC(=O)C1=CC2=C(N(C(=N2)NC=2SC3=C(N2)C=CC(=C3)OC(F)(F)F)C)C=C1)=O